C1(CC1)N1CCN(CC1)C1CCN(CC1)C1=C(C=C(C(=C1)OC)NC1=NC=NC(=C1)N1OCC[C@H]1CC=1C=NC=CC1)NC(C=C)=O N-(2-(4-(4-cyclopropylpiperazine-1-yl)piperidine-1-yl)-4-methoxy-5-((6-((R)-3-(pyridine-3-ylmethyl)isoxazolidine-2-yl)pyrimidine-4-yl)amino)phenyl)acrylamide